FC(C1=CC=CC(=N1)NC(=O)C=1C(=CC=2N(C1)C=C(N2)C2CCC(CC2)CN2CCC(CC2)C2=C(C(=CC=C2)NC2C(NC(CC2)=O)=O)F)OC(C)C)F N-[6-(difluoromethyl)-2-pyridinyl]-2-[4-[[4-[3-[(2,6-dioxo-3-piperidinyl)amino]-2-fluoro-phenyl]-1-piperidinyl]methyl]cyclohexyl]-7-isopropoxy-imidazo[1,2-a]pyridine-6-carboxamide